NCCOCCOCCOCCOCCNC1=C2C(N(C(C2=CC=C1)=O)C1C(NC(CC1)=O)=O)=O 4-(15-amino-4,7,10,13-tetraoxa-1-azapentadecan-1-yl)-2-(2,6-dioxo-piperidin-3-yl)-2,3-dihydro-1H-isoindole-1,3-dione